N-[3-methoxy-1-(6,7,8,9-tetrahydro-5H-[1,2,4]triazolo[4,3-a]azepin-3-ylmethyl)-1H-pyrazol-4-yl]-2-(1H-pyrazol-4-yl)-1,3-thiazole-4-carboxamide COC1=NN(C=C1NC(=O)C=1N=C(SC1)C=1C=NNC1)CC1=NN=C2N1CCCCC2